4-methoxy-6-(4,4,5,5-tetramethyl-1,3,2-dioxaborolan-2-yl)isoquinoline COC1=CN=CC2=CC=C(C=C12)B1OC(C(O1)(C)C)(C)C